exo-N-[(1R)-1-(4-ethoxyphenyl)-2-methoxyethyl]-5-fluoro-1a,6b-dihydro-1H-cyclopropa[b][1]benzofuran-1-carboxamide C(C)OC1=CC=C(C=C1)[C@H](COC)NC(=O)C1C2OC3=C(C21)C=C(C=C3)F